(3R,4S)-3-cyclopropyl-1-[6-(6-methoxypyrazin-2-yl)pyrrolo[1,2-b]pyridazin-4-yl]-4-methyl-2-oxopyrrolidine-3-carbonitrile C1(CC1)[C@]1(C(N(C[C@H]1C)C=1C=2N(N=CC1)C=C(C2)C2=NC(=CN=C2)OC)=O)C#N